sodium 4,5-dicyano-2-(trifluoromethyl)imidazole (5-((tert-butyldimethylsilyl)oxy)tetrahydro-2H-pyran-2-yl)methyl-4-methylbenzenesulfonate [Si](C)(C)(C(C)(C)C)OC1CCC(OC1)COS(=O)(=O)C1=CC=C(C=C1)C.C(#N)C=1N=C(NC1C#N)C(F)(F)F.[Na]